C(#N)C=1N=C(C2=C(N1)N(C=C2)[C@H]2[C@@H]([C@@H]([C@H](O2)COCP(O)(O)=O)O)O)N(C)C [(2R,3S,4R,5R)-5-[2-cyano-4-(dimethyl-amino)pyrrolo[2,3-d]-pyrimidin-7-yl]-3,4-dihydroxy-tetrahydro-furan-2-yl]methoxy-methylphosphonic acid